N1-[2-(Docosylamino)ethyl]-N1,N4,N4-tricosyl-1,4-piperazinediethylamine C(CCCCCCCCCCCCCCCCCCCCC)NCCN(CCN1CCN(CC1)CCN(CCCCCCCCCCCCCCCCCCCC)CCCCCCCCCCCCCCCCCCCC)CCCCCCCCCCCCCCCCCCCC